CN([C@H]1CN(CC1)C1=C(C=C(C(=C1)OC)NC1=NC=NC(=C1)N1OCC[C@@H]1C1=CC2=CC=CC=C2C=C1)NC(C=C)=O)C N-(2-((R)-3-(dimethylamino)pyrrolidine-1-yl)-4-methoxy-5-((6-((R)-3-(naphthalene-2-yl)isoxazolidine-2-yl)pyrimidine-4-yl)amino)phenyl)acrylamide